C(#N)C1=C(SC2=C1C(=NC=C2F)C=2C1=C(C=3C=NC(=NC3C2F)OC[C@H]2N(C[C@H](C2)C(F)(F)F)C)COC1)NC(OC(C)(C)C)=O tert-Butyl N-[3-cyano-7-fluoro-4-[5-fluoro-3-[[(2S,4S)-1-methyl-4-(trifluoromethyl)pyrrolidin-2-yl]methoxy]-7,9-dihydrofuro[3,4-f]quinazolin-6-yl]thieno[3,2-c]pyridin-2-yl]carbamate